(R)-4-(2-(1-(2-(1,3,4-thiadiazol-2-yl)-2-azaspiro[3.4]octan-6-yl)piperidin-4-yl)phenoxy)-2-methylbutan-2-ol S1C(=NN=C1)N1CC2(C1)C[C@@H](CC2)N2CCC(CC2)C2=C(OCCC(C)(O)C)C=CC=C2